tert-butyl 7-(4-((3,3-difluoropropyl) amino) butyl)-3,4-dihydro-1,8-naphthyridine-1(2H)-carboxylate FC(CCNCCCCC1=CC=C2CCCN(C2=N1)C(=O)OC(C)(C)C)F